estra-4,9-diene-3-one C[C@@]12CCC[C@H]1[C@@H]1CCC3=CC(CCC3=C1CC2)=O